tert-butyl 5-(4-((tert-butoxycarbonyl)amino)piperidin-1-yl)-3-isopropyl-2-(4,4,5,5-tetramethyl-1,3,2-dioxaborolan-2-yl)-1H-pyrrolo[2,3-c]pyridine-1-carboxylate C(C)(C)(C)OC(=O)NC1CCN(CC1)C=1C=C2C(=CN1)N(C(=C2C(C)C)B2OC(C(O2)(C)C)(C)C)C(=O)OC(C)(C)C